FC1=CC(=CC=2OC3(CC3)C(NC21)=O)C2N(C[C@H](CC2)C)C(C(=O)O)=O 2-((5S)-2-(5-fluoro-3-oxo-3,4-dihydrospiro[benzo[b][1,4]oxazine-2,1'-cyclopropan]-7-yl)-5-methylpiperidin-1-yl)-2-oxoacetic acid